S(=O)(=O)([O-])[O-].C(CCCCCCCCCCCCCCCCCCCCC)[N+](C)(C)C.C(CCCCCCCCCCCCCCCCCCCCC)[N+](C)(C)C BEHENYL-trimethylammonium sulfate